(R)-1-(5-methoxyisochroman-1-yl)-N-methyl-methylamine COC1=C2CCO[C@H](C2=CC=C1)CNC